C1(CC1)N1N=C(C(=C1)OC1=CC(=NC=C1)NC1=CC(=NC=C1)N1CCOCC1)C1=CC=CC=C1 4-((1-cyclopropyl-3-phenyl-1H-pyrazol-4-yl)oxy)-N-(2-morpholinopyridin-4-yl)pyridin-2-amine